ClC1=NC2=C(C(=CC=C2C(=N1)Cl)F)OCC 2,4-dichloro-8-ethoxy-7-fluoroquinazoline